ClC=1C=C2C(=NC1OC)C(=C(N2C)C2=NNC=N2)C=2C=NNC2 chloro-5-methoxy-1-methyl-3-(1H-pyrazol-4-yl)-2-(1H-1,2,4-triazol-3-yl)-1H-pyrrolo[3,2-b]pyridine